IC1=NC=CC(=N1)SC 2-iodo-4-methylsulfanyl-pyrimidine